1-methyl-3-(5-(trifluoromethyl)pyridin-3-yl)-1H-pyrazol-5-amine CN1N=C(C=C1N)C=1C=NC=C(C1)C(F)(F)F